CN1N=C(C=C1C)NC1=NC=C(C(=N1)C1=CNC2=C(C=CC=C12)N1C(C2=C(C=CC(=C2C1)C1=CC=NC=C1)F)=O)C 2-(3-(2-((1,5-dimethyl-1H-pyrazol-3-yl)amino)-5-methylpyrimidin-4-yl)-1H-indol-7-yl)-7-fluoro-4-(pyridin-4-yl)isoindolin-1-one